FC(C1=C(C=CC(=C1)C(F)(F)F)CC(=O)N(C1=CC=C(C=C1)F)CC1=NN=C(O1)C1=CC=C(N=N1)C1CN(CCC1)C(=O)OC(C)(C)C)(F)F tert-butyl 3-(6-(5-((2-(2,4-bis(trifluoromethyl)phenyl)-N-(4-fluorophenyl)acetamido)methyl)-1,3,4-oxadiazol-2-yl)pyridazin-3-yl)piperidine-1-carboxylate